NC1=CC=C2C=NN(C2=C1OC)CC#N 2-(6-Amino-7-methoxy-1H-indazol-1-yl)acetonitrile